ethyl 6-phenoxyquinoline-4-carboxylate O(C1=CC=CC=C1)C=1C=C2C(=CC=NC2=CC1)C(=O)OCC